methyl-7H-pyrrolo[2,3-d]pyrimidin-4-amine dihydrochloride Cl.Cl.CC=1N=C(C2=C(N1)NC=C2)N